2,6-dimethylphenoxy(2,4-dimethylcyclopentadiene) titanium dichloride [Cl-].[Cl-].[Ti+2].CC1=C(OC2=C(C=C(C2)C)C)C(=CC=C1)C